OC1=C(CC2C(N(C(C2)=O)C)=O)C=CC(=C1)O 3-(2,4-dihydroxybenzyl)-1-methylpyrrolidine-2,5-dione